4-(3,3-difluoroazetidin-1-yl)-7,9-dimethyl-pyrido[3',2':4,5]thieno[3,2-d]pyrimidine FC1(CN(C1)C=1C2=C(N=CN1)C1=C(S2)N=C(C=C1C)C)F